epoxy-phenyl ketone C1(=C2C(=CC=C1)O2)C(=O)C2=C1C(=CC=C2)O1